1-[4-amino-2-(ethoxymethyl)imidazo[4,5-c]quinolin-1-yl]-2-methylpropan-2-ol NC1=NC=2C=CC=CC2C2=C1N=C(N2CC(C)(O)C)COCC